N1(CCCCCCC1)C=1N=C(C2=C(C=NNC2=O)N1)NC1=CC=C(C=C1)N1CCC2(CC2C(=O)O)CC1 6-(4-((2-(azocan-1-yl)-5-oxo-5,6-dihydropyrimido[4,5-d]pyridazin-4-yl)amino)phenyl)-6-azaspiro[2.5]octane-1-carboxylic acid